Ethyl 3-Octylundec-2-Enoate C(CCCCCCC)C(=CC(=O)OCC)CCCCCCCC